4-(benzyloxy)-2-fluoro-3-formylbenzoic acid C(C1=CC=CC=C1)OC1=C(C(=C(C(=O)O)C=C1)F)C=O